CC1=C(OC2=CC(=NN2C)C(F)(F)F)C=C(C(=C1)[N+](=O)[O-])C 5-(2,5-dimethyl-4-nitrophenoxy)-1-methyl-3-trifluoromethyl-1H-pyrazole